methylaluminum bis(caproate) C(CCCCC)(=O)[O-].C(CCCCC)(=O)[O-].C[Al+2]